5-(2,6-difluorobenzyl)-1,3-xylene FC1=C(CC=2C=C(C=C(C2)C)C)C(=CC=C1)F